(5-amino-4-chloro-2-fluorophenyl)-4,5,6,7-tetrahydro-1H-isoindole-1,3(2H)-dione NC=1C(=CC(=C(C1)N1C(C=2CCCCC2C1=O)=O)F)Cl